4-(1-isopropyl-1H-pyrazol-4-yl)-5-methylpyrimidin-2-amine C(C)(C)N1N=CC(=C1)C1=NC(=NC=C1C)N